(±)-tartarate C(C(O)C(O)C(=O)[O-])(=O)[O-]